tert-butyl (5-((((5-amino-7-methoxy-[1,2,4]triazolo[1,5-c]quinazolin-2-yl)methyl)(cyclopropylmethyl)amino)methyl)pyridin-2-yl)carbamate NC1=NC=2C(=CC=CC2C=2N1N=C(N2)CN(CC2CC2)CC=2C=CC(=NC2)NC(OC(C)(C)C)=O)OC